ClC1=CC(=C(N=N1)C(NC([2H])([2H])[2H])=O)NC=1C=C(COCC2=CC(=CC(=N2)NC(OC(C)(C)C)=O)F)C=C(C1OC)C1=NN(C=N1)C1CC1 Tert-butyl (6-(((3-((6-chloro-3-((methyl-d3)carbamoyl)pyridazin-4-yl)amino)-5-(1-cyclopropyl-1H-1,2,4-triazol-3-yl)-4-methoxybenzyl)oxy)methyl)-4-fluoropyridin-2-yl)carbamate